5-chloro-2-(4-cyclopropyl-6-methoxypyrimidin-5-yl)-N-(4-(1-isopropyl-4-(trifluoromethyl)-1H-imidazol-2-yl)benzyl)pyrrolo[2,1-f][1,2,4]triazin-4-amine ClC=1C=CN2N=C(N=C(C21)NCC2=CC=C(C=C2)C=2N(C=C(N2)C(F)(F)F)C(C)C)C=2C(=NC=NC2OC)C2CC2